C(C)OC(C(=O)C=1N=C(SC1)NC(=O)OC(C)(C)C)=O 2-(2-((tert-Butoxycarbonyl)amino)thiazol-4-yl)-2-oxoacetic acid ethyl ester